CN(C)C[C@H]1[C@@H](C1)C(=O)NC=1N=CC2=CC(=NC=C2C1)C=1C=NC(=CC1C)C(CCC)O (trans)-2-[(dimethylamino)methyl]-N-{7-[6-(1-hydroxybutyl)-4-methylpyridin-3-yl]-2,6-naphthyridin-3-yl}cyclopropane-1-carboxamide